2-amino-1-(3-((2-chloro-5-(trifluoromethyl)phenyl)amino)-2-(3,4-difluorophenyl)-8,8-dimethyl-5,6-dihydroimidazo[1,2-a]pyrazin-7(8H)-yl)ethan-1-one NCC(=O)N1C(C=2N(CC1)C(=C(N2)C2=CC(=C(C=C2)F)F)NC2=C(C=CC(=C2)C(F)(F)F)Cl)(C)C